5-Hydroxymethyl-cytosine OCC=1C(=NC(NC1)=O)N